1-(2-Nitro-4-(trifluoromethyl)phenyl)azetidin-3-ol [N+](=O)([O-])C1=C(C=CC(=C1)C(F)(F)F)N1CC(C1)O